C(C)C1=CN=C2N1C=C(C=N2)C=2C=CN1N=C(N=CC12)N[C@@H]1CC[C@@H](CC1)N(C)C cis-N1-(5-(3-ethylimidazo[1,2-a]pyrimidin-6-yl)pyrrolo[2,1-f][1,2,4]triazin-2-yl)-N4,N4-dimethylcyclohexane-1,4-diamine